C(C=C)(=O)NC(C(=O)O)NC(C=C)=O 2,2-bis(acrylamido)acetic acid